5-({5-chloro-4-[(1S)-1-hydroxyethyl]-2-thienyl}carbonyl)pyrimidin ClC1=C(C=C(S1)C(=O)C=1C=NC=NC1)[C@H](C)O